3-[[7-(5-methyl-1,2,4-oxadiazol-3-yl)-1-isoquinolyl]amino]-N-[5-(1,1,2,2,2-pentafluoroethyl)thiazol-2-yl]cyclobutanecarboxamide CC1=NC(=NO1)C1=CC=C2C=CN=C(C2=C1)NC1CC(C1)C(=O)NC=1SC(=CN1)C(C(F)(F)F)(F)F